2-methyl-3-isopropyl-butadiene CC(=C)C(=C)C(C)C